COC1=CC=C(CC2NCC=3C(=CC=CC23)O)C=C1 (4-methoxybenzyl)-2,3-dihydro-1H-isoindol-4-ol